C12C(C3CC(CC(C1)C3)C2)CC(=O)NC2=CC3=C(N(C(=N3)Cl)COCC[Si](C)(C)C)C=C2 2-(adamantan-2-yl)-N-(2-chloro-1-{[2-(trimethylsilyl)ethoxy]methyl}-1H-1,3-benzodiazol-5-yl)acetamide